O=C(CNC(C(C)(C)C)=O)NC=1C=C2CC3(C(NC4=NC=CC=C43)=O)CC2=CC1 N-(2-oxo-2-((2'-oxo-1,1',2',3-tetrahydrospiro[indene-2,3'-pyrrolo[2,3-b]pyridin]-5-yl)amino)ethyl)pivaloamide